[Na+].[Se-]C#N.[Na+].[Se-]C#N sodium selenocyanate, sodium salt